4-(8-amino-1-(4-((5-fluoro-2-methoxybenzamido)methyl)phenyl)imidazo[1,5-a]pyrazin-3-yl)bicyclo[2.2.2]octane-1-carboxylic acid NC=1C=2N(C=CN1)C(=NC2C2=CC=C(C=C2)CNC(C2=C(C=CC(=C2)F)OC)=O)C21CCC(CC2)(CC1)C(=O)O